3H-benzimidazole-5-carbonitrile N1=CNC2=C1C=CC(=C2)C#N